[N+](=O)([O-])C=1C=C(C=C(C1)C(F)(F)F)C1=NOC(=N1)C(O)C1=CC=CC=C1 (3-(3-nitro-5-(trifluoromethyl)phenyl)-1,2,4-oxadiazol-5-yl)(phenyl)methanol